FC1=CC=C(C=C1)C1=NOC2=C1C=CC(=C2)N2[C@@H]([C@H](CC2=O)NC(=O)C2CC2)C2=CC=CC=C2 |r| N-[rac-(2R,3S)-1-[3-(4-fluorophenyl)-1,2-benzoxazol-6-yl]-5-oxo-2-phenylpyrrolidin-3-yl]cyclopropanecarboxamide